N-Fluorenylmethyloxycarbonyl-2-aminoethyl 2-acetamido-4-O-carboxyethyl-2-deoxy-6-O-sulfonato-1-thio-α-D-glucopyranoside C(C)(=O)N[C@H]1[C@@H](SCCNC(=O)OCC2=CC=CC=3C4=CC=CC=C4CC23)O[C@@H]([C@H]([C@@H]1O)OCCC(=O)O)COS(=O)(=O)[O-]